ClC=1C=C(C=CC1)NC1(CC1)C(=O)N1[C@H]2CC([C@@H]([C@@H]1C(=O)N[C@@H](C[C@@H]1C(NCCC1)=O)C#N)CC2)(F)F (1R,3R,4R)-2-(1-((3-chlorophenyl)amino)cyclopropane-1-carbonyl)-N-((S)-1-cyano-2-((R)-2-oxopiperidin-3-yl)ethyl)-5,5-difluoro-2-azabicyclo[2.2.2]octane-3-carboxamide